OCC1CCN(CC1)C1=C2C=CC(=NC2=CC(=C1)S(NC1(CC1)C)(=O)=O)NC(=O)C12CC2C1 N-(5-(4-(hydroxymethyl)piperidin-1-yl)-7-(N-(1-methylcyclopropyl)sulfamoyl)quinolin-2-yl)bicyclo[1.1.0]butane-1-carboxamide